α-Ketobutyrate O=C(C(=O)[O-])CC